(4R)-5-amino-4-((2S)-2-((2R)-2-(((3R,4R,5S,6R)-3-((ethoxycarbonyl)amino)-2,5-dihydroxy-6-(hydroxymethyl)tetrahydro-2H-pyran-4-yl)oxy)propanamido)propanamido)-5-oxopentanoic acid NC([C@@H](CCC(=O)O)NC([C@H](C)NC([C@@H](C)O[C@@H]1[C@H](C(O[C@@H]([C@H]1O)CO)O)NC(=O)OCC)=O)=O)=O